2-hydroxy-N-(6-(trifluoromethyl)benzo[d]thiazol-2-yl)benzamide OC1=C(C(=O)NC=2SC3=C(N2)C=CC(=C3)C(F)(F)F)C=CC=C1